5-[2-(2H3)methyl-2H-1,2,3,4-tetrazol-5-yl]phenol C(N1N=C(N=N1)C=1C=CC=C(C1)O)([2H])([2H])[2H]